OC1=C(C(=CC(=C1)OCOC)OCOC)C(/C=C/C=1C=C(C(=O)O)C=CC1)=O 3-[(E)-3-[2-Hydroxy-4,6-bis(methoxymethoxy)phenyl]-3-oxoprop-1-enyl]benzoic acid